BrC=1C2=C(C(=NC1)N1C(=CC=C1C)C)C(NC2O)=O 7-bromo-4-(2,5-dimethyl-1H-pyrrol-1-yl)-1-hydroxy-1,2-dihydro-3H-pyrrolo[3,4-c]pyridin-3-one